2-{3-[(4-methanesulfonyl-2-methoxyphenyl)amino]prop-1-yn-1-yl}-1-(2,2,2-trifluoro-ethyl)-1H-indol-4-amine CS(=O)(=O)C1=CC(=C(C=C1)NCC#CC=1N(C=2C=CC=C(C2C1)N)CC(F)(F)F)OC